C1(=CC(=CC(=C1)C1=CC=CC=C1CBr)C1=CC=CC=C1CBr)C1=CC(=CC(=C1)C1=CC=CC=C1CBr)C1=CC=CC=C1CBr 3,5,3',5'-biphenyltetrabenzyl bromide